(tert-butylcyclopentadienyl)trimethylplatinum(IV) C(C)(C)(C)C1(C=CC=C1)[Pt](C)(C)C